N-(2-(6-bromo-1,3-dioxo-1H-benzo[de]isoquinolin-2(3H)-yl)ethyl)-2-chloroacetamide BrC=1C=CC=2C(N(C(C3=CC=CC1C23)=O)CCNC(CCl)=O)=O